(9H-fluoren-9-yl)methyl (S)-(5-(2-((tert-butoxycarbonyl)amino)-5-ureidopentanamido)-2-(hydroxymethyl)benzyl)(methyl)carbamate C(C)(C)(C)OC(=O)N[C@H](C(=O)NC=1C=CC(=C(CN(C(OCC2C3=CC=CC=C3C=3C=CC=CC23)=O)C)C1)CO)CCCNC(=O)N